The molecule is a fluorescein compound having chlorine substituents in the 2'-, 4-, 4'-, 5'-, 7- and 7'-positions and a succinimidyloxycarbonyl substituent at the 6-position. It has a role as a fluorochrome. It derives from a fluorescein. C1CC(=O)N(C1=O)OC(=O)C2=CC(=C3C(=C2Cl)C4(C5=CC(=C(C(=C5OC6=C(C(=C(C=C64)Cl)O)Cl)Cl)O)Cl)OC3=O)Cl